COCOC=1C=C(C(=O)OC)C=CC1B1OC(C(O1)(C)C)(C)C Methyl 3-(methoxymethoxy)-4-(4,4,5,5-tetramethyl-1,3,2-dioxaborolan-2-yl)benzoate